BrC(C)C=1C=CC=2C=3C(C(NC2C1)=O)=NN(C3)C 7-(1-bromoethyl)-2-methyl-2,5-dihydro-4H-pyrazolo[3,4-c]quinolin-4-one